NC1(C(=NC(=C[C@H]1C)Cl)C=1C=NC=CC1)N 3-amino-3-amino-6-chloro-r-methyl-[2,3'-bipyridin]